ON[C@@H](CC(=O)O)C(N)=O hydroxy-α-asparagine